(6aS,7R,10aR)-2-(2-cyclopropylpyridin-4-yl)-4-(2-fluorophenyl)-7,10a-dimethyl-8-oxo-7-propyl-5,6,6a,7,8,10a-hexahydrobenzo[h]quinazoline-9-carbonitrile C1(CC1)C1=NC=CC(=C1)C1=NC=2[C@]3([C@H](CCC2C(=N1)C1=C(C=CC=C1)F)[C@](C(C(=C3)C#N)=O)(CCC)C)C